C1(=CC=CC=C1)N(C(C=C)[Li])C1=CC=CC=C1 [1-(diphenylamino)-2-propenyl]lithium